FC(C1=CC=C(C=C1)NC1=C(C=CC=C1)N1CCN(CC1)C(C=C)=O)(F)F 1-(4-(2-((4-(trifluoromethyl)phenyl)amino)phenyl)piperazin-1-yl)prop-2-en-1-one